C(#N)C1N(CSC1)C(CC1=NC2=CC=C(C=C2C(=C1)C(=O)N)OCCOC)=O (2-(4-Cyanothiazolidin-3-yl)-2-oxoethyl)-6-(2-methoxyethoxy)quinoline-4-carboxamide